C[Si]([O-])(C)C.[K+] potassium trimethyl-silanolate